2-(8-((cis)-2,6-dimethylmorpholino)pyridazino[4,5-c]pyridazin-5-yl)-5-(trifluoromethyl)-phenol C[C@@H]1O[C@@H](CN(C1)C1=NN=C(C2=C1N=NC=C2)C2=C(C=C(C=C2)C(F)(F)F)O)C